(Z)-2-(2,6-dioxopiperidin-3-yl)-5-((2-(4-(2-(4-(1-(4-hydroxyphenyl)-2-phenylbut-1-en-1-yl)phenoxy)ethyl)piperazin-1-yl)pyrimidin-5-yl)oxy)isoindoline-1,3-dione O=C1NC(CCC1N1C(C2=CC=C(C=C2C1=O)OC=1C=NC(=NC1)N1CCN(CC1)CCOC1=CC=C(C=C1)\C(=C(\CC)/C1=CC=CC=C1)\C1=CC=C(C=C1)O)=O)=O